2-(4-(1-methyl-1H-1,2,4-triazol-3-yl)phenyl)ethylamine CN1N=C(N=C1)C1=CC=C(C=C1)CCN